3-((3-(8-(((1R,2S,3S,5S)-2-fluoro-8-methyl-8-azabicyclo[3.2.1]octan-3-yl)amino)-3-((trifluoromethyl)thio)imidazo[1,2-a]pyridin-2-yl)prop-2-yn-1-yl)amino)-4-methoxy-N-methylbenzamide F[C@@H]1[C@H]2CC[C@@H](C[C@@H]1NC=1C=3N(C=CC1)C(=C(N3)C#CCNC=3C=C(C(=O)NC)C=CC3OC)SC(F)(F)F)N2C